4-(4-butylphenylazo)phenol C(CCC)C1=CC=C(C=C1)N=NC1=CC=C(C=C1)O